6-cyclopropyl-4-[(2-fluoro-4-iodophenyl)amino]-8-(3-nitrophenyl)pyridazino[4,5-e][1,3]oxazine-2,5-dione C1(CC1)N1N=C(C2=C(C(=NC(O2)=O)NC2=C(C=C(C=C2)I)F)C1=O)C1=CC(=CC=C1)[N+](=O)[O-]